(R)-4-chloro-N-(1-(3-chlorophenyl)ethyl)-2-fluoro-5-nitrobenzamide ClC1=CC(=C(C(=O)N[C@H](C)C2=CC(=CC=C2)Cl)C=C1[N+](=O)[O-])F